FC=1C=C(C=NC1)[C@H](CNC(CCC1CCC(CC1)NC(OC(C)(C)C)=O)(C)C)O tert-Butyl ((1S,4r)-4-(3-(((R)-2-(5-fluoropyridin-3-yl)-2-hydroxyethyl)amino)-3-methylbutyl)cyclohexyl)carbamate